FC(C1=CC=C(OC2=CC=C3CCNC(C3=C2)C2CN(CC2)C(=O)OC(C)(C)C)C=C1)(F)F tert-butyl 3-(7-(4-(trifluoromethyl)phenoxy)-1,2,3,4-tetrahydroisoquinolin-1-yl)pyrrolidine-1-carboxylate